FC1=C(C=CC(=C1)F)S(=O)(=O)NC=1C(=NC=C(C1)C=1C=C2C(=NC=NC2=CC1)N1CCN(CC1)C(\C=C\C(CCC)=O)=O)OC (E)-2,4-difluoro-N-(2-methoxy-5-(4-(4-(4-oxohept-2-enoyl)piperazin-1-yl)quinazolin-6-yl)pyridin-3-yl)benzenesulfonamide